(S)-N-(3-((4-(4-Aminopyrimidin-2-yl)-1,3-dimethyl-1H-pyrazol-5-yl)oxy)butyl)-6'-chloro-3-fluoro-5-(methylsulfonyl)-[2,3'-bipyridin]-4'-amine NC1=NC(=NC=C1)C=1C(=NN(C1O[C@H](CCNC1=C(C=NC(=C1)Cl)C1=NC=C(C=C1F)S(=O)(=O)C)C)C)C